CN(C([C@H](CSCC(=O)O)N(C)C(=O)OCC1C2=CC=CC=C2C=2C=CC=CC12)=O)C 2-[(2R)-3-(dimethylamino)-2-[9H-fluoren-9-ylmethoxycarbonyl-(methyl)amino]-3-oxopropyl]sulfanylacetic acid